tert-butyl (3,8-diazabicyclo[3.2.1]oct-8-yl)carboxylate C12CNCC(CC1)N2C(=O)OC(C)(C)C